tert-butyl (2-(6,6-dimethyl-2-((2-(trimethylsilyl)ethoxy)methyl)-4,5,6,7-tetrahydro-2H-indazol-3-yl)-3H-imidazo[4,5-b]pyridin-6-yl)(methyl)carbamate CC1(CCC2=C(N(N=C2C1)COCC[Si](C)(C)C)C1=NC=2C(=NC=C(C2)N(C(OC(C)(C)C)=O)C)N1)C